imidazo[4,5-d]pyridin-4-amine N1C=NC=2C1=CC=NC2N